NC=1N=CC=2CC3=C(NC2C1)C(N1C(=C3C)C(NC13CCN(CC3)C)=O)=O 8-amino-1',12-dimethyl-6,11-dihydro-2H-spiro[imidazo[1',5':1,6]pyrido[3,4-b][1,6]naphthyridine-3,4'-piperidine]-1,5-dione